CC1(CC=C(CC1)CCC=O)C 3-(4,4-dimethyl-1-cyclohexen-1-yl)propanal